OC=1C(=C(C2=CC=CC=C2C1)O)Br hydroxyl-bromonaphthol